(dimethyl-Amino)tin CN(C)[Sn]